2-Hexyloctyl (S)-3-(3,5-difluorophenyl)-2-(((S)-(perfluorophenoxy)(phenoxy)-phosphoryl)amino)propanoate FC=1C=C(C=C(C1)F)C[C@@H](C(=O)OCC(CCCCCC)CCCCCC)N[P@](=O)(OC1=CC=CC=C1)OC1=C(C(=C(C(=C1F)F)F)F)F